C(C=C)(=O)OCCCCCCC1=C(C=CC=C1)OP(=O)(O)[O-] hydrogen (acryloyloxyhexylphenyl hydrogenphosphate)